C(C)(C)(C)C1=CC(=C(C=C1)C1=NC=2C=CN=C(C2C(=C1)OCC1=CC=C(C=C1)OC)C#N)C 2-(4-tert-butyl-2-methyl-phenyl)-4-[(4-methoxyphenyl)methoxy]-1,6-naphthyridine-5-carbonitrile